6-chloro-2-((3-(pyrrolidin-1-yl)propyl)thio)-1,4-dihydroquinazoline ClC=1C=C2CN=C(NC2=CC1)SCCCN1CCCC1